tert-butyl 4-(5-(2-(2,6-dimethylpyridin-4-yl)-3-methyl-1H-indol-6-yl)pyridin-2-yl)-1,4-diazepane-1-carboxylate CC1=NC(=CC(=C1)C=1NC2=CC(=CC=C2C1C)C=1C=CC(=NC1)N1CCN(CCC1)C(=O)OC(C)(C)C)C